[2,2'-bipyridine]-4,4'-dicarboxaldehyde N1=C(C=C(C=C1)C=O)C1=NC=CC(=C1)C=O